6-chloro-3-{1-[4-((S)-2-dimethylaminomethyl-pyrrolidine-1-carbonyl)-phenyl]-1H-[1,2,3]triazol-4-yl}-1H-quinolin-2-one ClC=1C=C2C=C(C(NC2=CC1)=O)C=1N=NN(C1)C1=CC=C(C=C1)C(=O)N1[C@@H](CCC1)CN(C)C